(2R,4R)-1-(3-chloro-2-fluorobenzyl)-4-((5-fluoro-2-((5-methyl-1H-pyrazol-3-yl)amino)-6-(trifluoromethyl)pyrimidin-4-yl)methyl)-2-methylpiperidine-4-carboxylic acid ClC=1C(=C(CN2[C@@H](C[C@@](CC2)(C(=O)O)CC2=NC(=NC(=C2F)C(F)(F)F)NC2=NNC(=C2)C)C)C=CC1)F